5-[4-(trifluoromethyl)indolin-1-yl]sulfonyl-2H-isoquinolin-1-one FC(C1=C2CCN(C2=CC=C1)S(=O)(=O)C1=C2C=CNC(C2=CC=C1)=O)(F)F